9,11,11-trimethyldodeca-6-enoic acid CC(CC=CCCCCC(=O)O)CC(C)(C)C